4-bromo-3-methyl-2-(trifluoromethyl)pyridine BrC1=C(C(=NC=C1)C(F)(F)F)C